BrC=1C=C(C=C(C1)N1CCOCC1)S(=O)(=O)/C=C/C1=C(C=CC=C1)O (E)-2-(2-(3-bromo-5-morpholinobenzenesulfonyl)vinyl)phenol